O1C(SCC1)C1=C(C=CC2=CC=CC=C12)O (1,3-oxathiolan-2-yl)naphthalen-2-ol